ethyl 2-(bromomethyl)-acrylate BrCC(C(=O)OCC)=C